N4-methyl-5-(pyrazolo[1,5-a]pyrimidin-5-yl)-N2-((4r,7r)-1-oxaspiro[3.5]nonan-7-yl)-7H-pyrrolo[2,3-d]pyrimidine-2,4-diamine CNC=1C2=C(N=C(N1)NC1CCC3(CCO3)CC1)NC=C2C2=NC=1N(C=C2)N=CC1